tert-butyldimethyl-((5-(prop-2-yn-1-yloxy)-2-(trifluoromethoxy)benzyl)oxy)silane C(C)(C)(C)[Si](OCC1=C(C=CC(=C1)OCC#C)OC(F)(F)F)(C)C